ClC=1C(=NC(=NC1)C(=O)N[C@@H]1C(N(C2=C(OC1)C=CC(=C2)N2CC1(C2)CCOCC1)C)=O)C1=C(C=CC(=C1)F)F (S)-5-chloro-4-(2,5-difluorophenyl)-N-(5-methyl-4-oxo-7-(7-oxa-2-azaspiro[3.5]nonan-2-yl)-2,3,4,5-tetrahydrobenzo[b]-[1,4]oxazepin-3-yl)pyrimidine-2-carboxamide